ClC=1C=C(C(=O)N2CC(C2)CN2C(=NC3=C2C(=CC(=C3)C(=O)N3[C@@H]2CC[C@H](C3)[C@H]2N)OC)C=2N(C3=CC=CC=C3C2)CC2CC2)C=CC1 (1R,4R,7R)-2-(1-{[1-(3-chlorobenzoyl)azetidin-3-yl]methyl}-2-[1-(cyclopropylmethyl)-1H-indol-2-yl]-7-methoxy-1H-1,3-benzodiazole-5-carbonyl)-2-azabicyclo[2.2.1]heptan-7-amine